OC=1C=C2CCC(C(C2=CC1)C1=CC=C(C=C1)N1CCC(CC1)N(C)CC1=C(C=CC=C1)C1C(NC(CC1)=O)=O)C1=CC=CC=C1 3-(2-(((1-(4-(6-hydroxy-2-phenyl-1,2,3,4-tetrahydronaphthalen-1-yl)phenyl)piperidin-4-yl)(methyl)amino)methyl)phenyl)piperidine-2,6-dione